2-(2,4-dichlorophenyl)-N-(1,1-dioxidobenzo[b]thiophen-6-yl)acrylamide ClC1=C(C=CC(=C1)Cl)C(C(=O)NC=1C=CC2=C(S(C=C2)(=O)=O)C1)=C